(9E)-1,1-dipropoxy-9-dodecene C(CC)OC(CCCCCCC\C=C\CC)OCCC